3-((3-(5-(2-methyl-[1,1'-biphenyl]-3-yl)-1,3,4-oxadiazol-2-yl)benzyl)amino)propanoic acid hydrochloride Cl.CC1=C(C=CC=C1C1=NN=C(O1)C=1C=C(CNCCC(=O)O)C=CC1)C1=CC=CC=C1